3-(2-morpholinoethyl)-3H-quinazolin-4-one O1CCN(CC1)CCN1C=NC2=CC=CC=C2C1=O